BrC1=NC=C(C=C1)C1CCN(CC1)C 2-bromo-5-(1-methylpiperidin-4-yl)pyridine